Tert-butyl 5-(((tert-butoxycarbonyl) (cyclobutylmethyl) amino) methyl)-2-methyl-4H-thieno[3,2-b]pyrrole-4-carboxylate C(C)(C)(C)OC(=O)N(CC1CCC1)CC1=CC2=C(N1C(=O)OC(C)(C)C)C=C(S2)C